NC1=C2N=CN(C2=NC(=N1)F)[C@H]1C[C@@H]([C@](O1)(CO)[C@@H](C)F)O (2R,3S,5R)-5-(6-amino-2-fluoro-9H-purin-9-yl)-2-((R)-1-fluoroethyl)-2-(hydroxymethyl)tetrahydrofuran-3-ol